O[SiH](OCCCOCC)C1=CC=CC=C1 hydroxyphenyl-ethoxypropoxysilane